FC1=CC2=C(NC(=N2)C2=CC(=CN2)C(=O)C2=C(C=CC=C2)C(F)(F)F)C=C1F (5-(5,6-difluoro-1H-benzo[d]imidazol-2-yl)-1H-pyrrol-3-yl)(2-(trifluoromethyl)phenyl)methanone